ClC1=CC=C(C=C1)C=CC(CC#N)=O 5-(4-chlorophenyl)-3-oxopentenenitrile